(R)-2-((6-(2-(Dimethylamino)ethoxy)-2-phenethyl-4-((trifluoromethyl)-sulfonyl)-2,3,4,5-tetrahydro-1H-benzo[e][1,4]diazepin-1-yl)methyl)pyridin-4-amine CN(CCOC1=CC=CC=2N([C@@H](CN(CC21)S(=O)(=O)C(F)(F)F)CCC2=CC=CC=C2)CC2=NC=CC(=C2)N)C